methyl (((1-phenylhex-5-en-2-yl)oxy)carbonyl)-L-leucinate C1(=CC=CC=C1)CC(CCC=C)OC(=O)N[C@@H](CC(C)C)C(=O)OC